N1CCN2N=CC(=C21)C2=CN=C1C=CC(=NC1=C2)C=2C(=NNC2)C2=NC(=CC=C2)C 7-(2,3-dihydro-1H-imidazo[1,2-b]pyrazol-7-yl)-2-[3-(6-methyl-2-pyridyl)-1H-pyrazol-4-yl]-1,5-naphthyridine